C(CCCCCC)(=O)NC(C1=CC=CC=C1)C(=O)O N-heptanoyl-phenylglycine